3-[(3-formyl-4-hydroxy-5-methoxyphenyl)methyl]-2-methyl-1H-imidazole chloride [Cl-].C(=O)C=1C=C(C=C(C1O)OC)CN1C(NC=C1)C